ClC1=NC(=CC(=C1)C=1C(=NN2C1N=C(C=C2)N[C@@H](CO)C)C=2C=C(C#N)C=CC2)C 3-[3-(2-chloro-6-methyl-4-pyridinyl)-5-[[(1R)-2-hydroxy-1-methyl-ethyl]amino]pyrazolo[1,5-a]pyrimidin-2-yl]benzonitrile